tert-butyl (2S,5R)-4-(2-(3-cyclopropyl-1,2,4-oxadiazol-5-yl)-1-(4-fluorophenyl)ethyl)-2,5-dimethylpiperazine-1-carboxylate C1(CC1)C1=NOC(=N1)CC(C1=CC=C(C=C1)F)N1C[C@@H](N(C[C@H]1C)C(=O)OC(C)(C)C)C